CN1C(NC(C=2N(C(=NC12)C(C=1C=NC=CC1)NC(OC(C)(C)C)=O)C)=O)=O tert-butyl ((3,7-dimethyl-2,6-dioxo-2,3,6,7-tetrahydro-1H-purin-8-yl)(pyridin-3-yl)methyl)carbamate